Ethyl (E)-3-(1-(1,3-dioxoisoindolin-2-yl)cyclopropyl)acrylate O=C1N(C(C2=CC=CC=C12)=O)C1(CC1)/C=C/C(=O)OCC